1-(methyl-d3)-5-oxopyrrolidine-3-carboxamide C(N1CC(CC1=O)C(=O)N)([2H])([2H])[2H]